OC1=CC(N(N=C1C)C)=O 5-hydroxy-2,6-dimethyl-3(2H)-pyridazinone